tetraethyl 6-methyl-9H-carbazole-1,2,3,4-tetracarboxylate CC=1C=C2C=3C(=C(C(=C(C3NC2=CC1)C(=O)OCC)C(=O)OCC)C(=O)OCC)C(=O)OCC